[1,3-bis-(2,4,6-trimethylphenyl)-2-imidazolidinylidene]dichloro(2-isopropoxybenzylidene)ruthenium(II) CC1=C(C(=CC(=C1)C)C)N1C(N(CC1)C1=C(C=C(C=C1C)C)C)=[Ru-4](=CC1=C(C=CC=C1)OC(C)C)(Cl)Cl